((2-(trimethylsilyl)ethoxy)methyl)-1H-pyrrole-2-carbonitrile C[Si](CCOCN1C(=CC=C1)C#N)(C)C